FC(C)(F)C1=CC=CC(=N1)C(=O)NC1=CC2=CN(N=C2C=C1OC)C1CCC(CC1)CN(C)CCCOCCCNC([C@H](C(C)(C)C)N)=O 6-(1,1-difluoroethyl)-N-{6-methoxy-2-[(1r,4r)-4-{[(3-{3-[(2S)-2-amino-3,3-dimethylbutanamido]propoxy}propyl)(methyl)amino]methyl}cyclohexyl]-2H-indazol-5-yl}pyridine-2-carboxamide